C1(=CC=C(C=C1)[B-](C1=CC=C(C=C1)C1=CC=CC=C1)(C1=CC=C(C=C1)C1=CC=CC=C1)C1=CC=C(C=C1)C1=CC=CC=C1)C1=CC=CC=C1.[K+] potassium tetrakis(4-biphenylyl)borate